(2R,3S,4R,5R)-5-(4-aminopyrrolo[2,3-d]pyrimidin-7-yl)-2-[(R)-(3,4-dichlorophenyl)-hydroxy-methyl]-3-methyl-tetrahydrofuran-3,4-diol NC=1C2=C(N=CN1)N(C=C2)[C@H]2[C@@H]([C@@]([C@H](O2)[C@H](O)C2=CC(=C(C=C2)Cl)Cl)(O)C)O